selenium-Zinc-iron [Fe].[Zn].[Se]